ClC1=CC2=C(C=N1)C=C(N2)C2=NC(=NC=C2)Cl 6-chloro-2-(2-chloropyrimidin-4-yl)-1H-pyrrolo[3,2-c]pyridine